methyl 5-(2-fluoro-4-hydroxy-phenoxy)imidazo[1,5-a]pyridine-7-carboxylate FC1=C(OC2=CC(=CC=3N2C=NC3)C(=O)OC)C=CC(=C1)O